NC1=NC=2C=C(C=CC2C2=C1N=C(N2CC(C)(C)NC(C)=O)COCC)OCCCCCCNS(=O)(=O)C N-(2-{4-amino-2-ethoxymethyl-7-[6-(methanesulfonylamino)hexyloxy]-1H-imidazo[4,5-c]quinolin-1-yl}-1,1-dimethyl-ethyl)acetamide